O.O.O.[Na+].C(C)N(C([S-])=S)CC diethyl-dithiocarbamic acid sodium salt trihydrate